(4-(oxazol-2-yl)phenyl)methylamine O1C(=NC=C1)C1=CC=C(C=C1)CN